FC1=CC=C(C(=C1C([C@@H](C=1OC(NN1)=O)NS(=O)(=O)N1CCC2(CCC(N2C)=O)CC1)C)C)C N-((1S)-2-(6-fluoro-2,3-dimethylphenyl)-1-(5-oxo-4,5-dihydro-1,3,4-oxadiazol-2-yl)propyl)-1-methyl-2-oxo-1,8-diazaspiro[4.5]decane-8-sulfonamide